Trimethyl-((5-methylthiophen-2-yl)ethynyl)silane C[Si](C#CC=1SC(=CC1)C)(C)C